CC(C(=O)N[C@@H](C(C)C)C(=O)N[C@H](CCC(=O)O)C(=O)O)(C)C1=CC=C(C=C1)C (2-methyl-2-(p-tolyl)propanoyl)-L-valyl-D-glutamic acid